titanium tantalum-iridium-platinum [Pt].[Ir].[Ta].[Ti]